C1N(CC12CNC2)C2=CC1=C(N(C(N1C)=O)C1C(NC(CC1)=O)=O)C=C2 3-[5-(2,6-Diazaspiro[3.3]heptan-2-yl)-3-methyl-2-oxo-benzimidazol-1-yl]piperidine-2,6-dione